CC1N(CCC1)C(=O)C=1C2=C(SC1NC(C1=CN=CC=C1)=O)CCCC2 N-(3-(2-methylpyrrolidine-1-carbonyl)-4,5,6,7-tetrahydro-benzo[b]thiophen-2-yl)nicotinamide